OC1(CCN(CC1)C(=O)[C@H]1[C@@H](CN(CC1)CC1=NC(=CN=C1)C)C1=CC=CC=C1)CN1C=NC2=C(C1=O)C=CN2C2=CC=CC=C2 3-[[4-hydroxy-1-[(3R,4R)-1-[(6-methylpyrazin-2-yl)methyl]-3-phenyl-piperidine-4-carbonyl]-4-piperidinyl]methyl]-7-phenyl-pyrrolo[2,3-d]pyrimidin-4-one